C(=O)(O)CC1=CC=C(C=C1)C1(C2=CC=CC=C2C=2C=CC=CC12)C1=CC=C(C=C1)CC(=O)O 9,9-bis(4-(carboxymethyl)phenyl)fluorene